C(C)(C)(C)OC(=O)NC[C@H](CN1N=C2C=CC(=CC2=C1)OC[C@H](C(=O)OC(C)(C)C)O)O[Si](C)(C)C(C)(C)C tert-butyl (R)-3-((2-((R)-3-((tert-butoxycarbonyl) amino)-2-((tert-butyldimethylsilyl) oxy) propyl)-2H-indazol-5-yl) oxy)-2-hydroxypropionate